C1NCC12OC[C@H](C2)N2CCC(CC2)C2=C(C=CC(=C2)F)C2CCC(CC2)O (S)-4-(2-(1-(5-oxa-2-azaspiro[3.4]octan-7-yl)piperidin-4-yl)-4-fluorophenyl)cyclohexan-1-ol